CC(=O)C1=CC=CC2=CC=CC=C12 methyl-alpha-naphthyl ketone